FC(C1=NC=CC(=C1)OC1=C(C=C(COC=2C(=C3N(C(N2)=O)CC24N3CC(C2)C4)OC)C=C1)F)F 3-((4-((2-(difluoromethyl)pyridin-4-yl)oxy)-3-fluorobenzyl)oxy)-4-methoxy-7,8-dihydro-1H,6H,9H-7,8a-methanopyrrolo[1',2':3,4]imidazo[1,2-c]pyrimidin-1-one